N-(tert-butyl)-3-((2-((4-(4-(6-((2-(2,6-dioxopiperidin-3-yl)-1,3-dioxoisoindolin-5-yl)amino)hexanoyl)piperazin-1-yl)phenyl)amino)-5-methylpyrimidin-4-yl)amino)benzenesulfonamide C(C)(C)(C)NS(=O)(=O)C1=CC(=CC=C1)NC1=NC(=NC=C1C)NC1=CC=C(C=C1)N1CCN(CC1)C(CCCCCNC=1C=C2C(N(C(C2=CC1)=O)C1C(NC(CC1)=O)=O)=O)=O